CC1=C(C=2CC3=CC=CC=C3C2C=C1)C dimethyl-fluorene